C1(CC1)SC=1C=CC(=C(C1)C1=NN(C=C1NC(=O)C=1C=NN2C1N=CC=C2)CC(N2CCN(CC2)CC2CCOCC2)=O)OC(F)F N-[3-[5-cyclopropylsulfanyl-2-(difluoromethoxy)phenyl]-1-[2-oxo-2-[4-(tetrahydropyran-4-ylmethyl)piperazin-1-yl]ethyl]pyrazol-4-yl]pyrazolo[1,5-a]pyrimidine-3-carboxamide